IC1=C(C(=O)O)C=C(C=C1)I 2,5-Diiodobenzoic acid